C1(=CC=CC=C1)C1=NC2=C(N1CC(=O)O)C=CC=C2C2=CC=C(C=C2)C=2CCCCC2 2-(2-phenyl-4-(2',3',4',5'-tetrahydro-[1,1'-biphenyl]-4-yl)-1H-benzo[d]imidazol-1-yl)acetic acid